ClC1=NC=C(C(=C1)C(=O)NCC(F)(F)C1=C(C=C(C=C1)CC)Cl)OC1=CC(=CC=C1)C(F)(F)F 2-chloro-N-[2-(2-chloro-4-ethyl-phenyl)-2,2-difluoro-ethyl]-5-[3-(trifluoromethyl)phenoxy]pyridine-4-carboxamide